6-[2-[6-(1-hexylnonoxycarbonyloxy)hexoxy]-3-[2-[2-[2-[2-(2-hydroxyethoxy)ethoxy]ethoxy]ethoxy]ethyl-octyl-amino]-3-oxo-propoxy]hexyl 1-hexylnonyl carbonate C(OCCCCCCOCC(C(=O)N(CCCCCCCC)CCOCCOCCOCCOCCO)OCCCCCCOC(=O)OC(CCCCCCCC)CCCCCC)(OC(CCCCCCCC)CCCCCC)=O